C(#N)C=1C(=NC=C(C1)C#N)OC1CCC2(C(NC3=CC=C(C=C23)C(=O)NCC)=O)CC1 cis-4-[(3,5-dicyano-2-pyridyl)oxy]-N-ethyl-2'-oxo-spiro[cyclohexane-1,3'-indoline]-5'-carboxamide